NC=1N=NC(=CC1N1CC(C1)OC=1C=C(C(=O)N2CCN(CC2)C(=O)OCC2=CC=CC=C2)C=CC1)Cl benzyl 4-[3-[1-(3-amino-6-chloro-pyridazin-4-yl)azetidin-3-yl]oxybenzoyl]piperazine-1-carboxylate